FC=1C=C(N)C=CC1SC 3-fluoro-4-(methylthio)aniline